C1(=CC=CC=C1)N1COC(=C1C(F)(F)F)C1=CC=CC=C1 3,5-diphenyl-4-trifluoromethyl-oxazole